4-(2-Amino-2-methylpropanoyl)-N-(1-(4-((4-aminoazepan-1-yl)methyl)cyclohexyl)-2-oxo-1,2-dihydropyrimidin-4-yl)piperazine-1-carboxamide hydrochloride salt Cl.NC(C(=O)N1CCN(CC1)C(=O)NC1=NC(N(C=C1)C1CCC(CC1)CN1CCC(CCC1)N)=O)(C)C